C[N+]1=CC=C(C=C1)C N-methyl-4-methylpyridin-1-ium